C(CCCC(=O)OCC(CCCCCCCC)CCCCCC)(=O)[O-] O5-(2-hexyldecyl) glutarate